2-{[1-(4-fluorophenyl)-4-methyl-1H-1,2,3-triazol-5-yl]methoxy}-6-(pyrrolidine-1-carbonyl)-5,6,7,8-tetrahydro-1,6-naphthyridine FC1=CC=C(C=C1)N1N=NC(=C1COC1=NC=2CCN(CC2C=C1)C(=O)N1CCCC1)C